(3S)-5-cyclohexyl-3-{[1-(cyclohexylmethyl)-5-(2,6-dimethoxyphenyl)-1H-pyrazol-3-yl]formamido}pentanoic acid C1(CCCCC1)CC[C@@H](CC(=O)O)NC(=O)C1=NN(C(=C1)C1=C(C=CC=C1OC)OC)CC1CCCCC1